CC1(C=CCC1(C)C)CC(=O)OCC(C)C isobutyl (1,5,5-trimethyl-2-cyclopentenyl)acetate